(S)-N-(1-(5-(7-Fluoro-2-methylchinolin-6-yl)-1H-imidazol-2-yl)-7-oxononyl)-8-methyl-1-oxa-2,8-diazaspiro[4.5]dec-2-en-3-carboxamid FC1=C(C=C2C=CC(=NC2=C1)C)C1=CN=C(N1)[C@H](CCCCCC(CC)=O)NC(=O)C1=NOC2(C1)CCN(CC2)C